C(C=C)N1N(C2=NC(=NC=C2C1=O)NC1=CC=C(C=C1)N1CCN(CC1)C(=O)OC(C)(C)C)C1=NC(=CC=C1)C(C)(C)O tert-Butyl 4-(4-((2-allyl-1-(6-(2-hydroxypropan-2-yl)pyridin-2-yl)-3-oxo-2,3-dihydro-1H-pyrazolo[3,4-d]pyrimidin-6-yl)amino)phenyl)piperazine-1-carboxylate